FC1=C(C(=O)OC)C=C(C(=C1)O)F methyl 2,5-difluoro-4-hydroxybenzoate